5-(difluoromethoxy)-2-(methylsulfonyl)pyrimidine FC(OC=1C=NC(=NC1)S(=O)(=O)C)F